COC(=O)C=1N=NC(=NN1)C(=O)OC 1,2,4,5-tetrazine-3,6-dicarboxylic acid dimethyl ester